FC1C(CCC(C1)NCC=1C=2N(C=CC1)C=CN2)NCC=2C=C1C=CC=NC1=CC2F 2-Fluoro-N1-((7-fluoroquinolin-6-yl)methyl)-N4-(imidazo[1,2-a]pyridin-8-ylmethyl)cyclohexane-1,4-diamine